4-(4-((6-carbamoyl-3-hydroxy-1,2,4-triazin-5-yl)amino)-2-fluorophenyl)piperidine-1-carboxylic acid tert-butyl ester C(C)(C)(C)OC(=O)N1CCC(CC1)C1=C(C=C(C=C1)NC=1N=C(N=NC1C(N)=O)O)F